C(=C)C=1N(C=CC1)CCO 2-(2-vinyl-1H-pyrrol-1-yl)ethanol